FC1=C2C(NC(=NC2=CC(=C1)OCC1CCN(CC1)C)CSC1CCOCC1)=O 5-fluoro-7-((1-methylpiperidin-4-yl)methoxy)-2-(((tetrahydro-2H-pyran-4-yl)thio)methyl)quinazolin-4(3H)-one